C(C)C=1C(=C(C(C(=O)O)=CC1)C(=O)O)CC.C(C)(=O)OC1=C(C=CC=C1)OC(C)=O 1,2-bis(acetoxy)-benzene (diethyl phthalate)